ClC1=CC=C(C=C1)CN1CC2(C1)CC(C2)NC(=O)N2[C@@H](CN([C@H](C2)C)C2=NC=C(C=N2)C(F)(F)F)C (2R,5S)-N-{2-[(4-chlorophenyl)methyl]-2-azaspiro[3.3]heptan-6-yl}-2,5-dimethyl-4-[5-(trifluoromethyl)pyrimidin-2-yl]piperazine-1-carboxamide